2-amino-5-ethyl-6-(trifluoromethyl)pyrimidin-4-ol NC1=NC(=C(C(=N1)O)CC)C(F)(F)F